FC(C[C@@H](C(=O)NC1=NC=CC(=C1)C1=C(C=2C(N([C@H](CC2N1)C)C)=O)NC1=C(C=CC=C1)F)C1=CC=C(C=C1)F)F (2R)-4,4-Difluoro-N-{4-[(6S)-3-(2-fluoroanilino)-5,6-dimethyl-4-oxo-4,5,6,7-tetrahydro-1H-pyrrolo[3,2-c]pyridin-2-yl]pyridin-2-yl}-2-(4-fluorophenyl)butanamid